N-(6-(dimethylamino)hexyl)-5-[131I]iodopicolinamide CN(CCCCCCNC(C1=NC=C(C=C1)[131I])=O)C